FC=1C=C(CC2=CC(=NC=C2)N2N=CC(=C2CO)C(=O)OCC)C=C(C1)C(F)(F)F ethyl 1-(4-(3-fluoro-5-(trifluoromethyl)benzyl)pyridin-2-yl)-5-(hydroxymethyl)-1H-pyrazole-4-carboxylate